C1=C2C=3C4=C(C=CC3N(C2=CC=C1)C1=CC=C(C=C1)C=C(C(=O)O)C#N)C1=C(S4)C=CC=C1.ClC1=NC=C(C(=O)NOCC)C(=C1)NC1=C(C(=CC(=C1)F)C1=NC=CC=N1)OC 6-chloro-N-ethoxy-4-((5-fluoro-2-methoxy-3-(pyrimidine-2-yl)phenyl)amino)nicotinamide 3-(4-(5H-benzo[4,5]thieno[3,2-c]carbazol-5-yl)phenyl)-2-cyanoacrylate